C(CCCC)C=1C(CCC1)=O 2-pentylcyclopent-2-en-1-one